1,3-dipropyl-8-cyclopentyl-xanthine C(CC)N1C(=O)N(C=2N=C(NC2C1=O)C1CCCC1)CCC